3-(5-bromo-4-fluoro-1-oxo-isoindolin-2-yl)piperidine-2,6-dione BrC=1C(=C2CN(C(C2=CC1)=O)C1C(NC(CC1)=O)=O)F